tert-Butyl 3-(1,2,3,4-tetrahydroisoquinolin-7-yl)propanoate C1NCCC2=CC=C(C=C12)CCC(=O)OC(C)(C)C